FC=1C=CC(=C(C1)C1=CC(=C(N=N1)OC1(C[C@@H]2[C@@H](CN(C2)CC2=NC=CC=C2)C1)[2H])C(F)(F)F)C (3aR,5s,6aS)-5-((6-(5-fluoro-2-methylphenyl)-4-(trifluoro-methyl)pyridazin-3-yl)oxy)-2-(pyridin-2-ylmethyl)octahydro-cyclopenta[c]pyrrole-5-d